C(OC[C@]1(O[C@H](C[C@@H]1OC(=O)OC12CC3CC(CC(C1)C3)C2)N2C3=NC(=NC(=C3N=C2)N)F)C#C)(OC23CC1CC(CC(C2)C1)C3)=O (((2R,3S,5R)-3-((((1-adamantyl)oxy)carbonyl)-oxy)-5-(6-amino-2-fluoro-9H-purin-9-yl)-2-ethynyl-tetrahydrofuran-2-yl)-methyl) 1-adamantyl carbonate